C(C)(C)(C)[Si](OCCCOC=1N(N=CC1C=1C=C2C(=NN(C2=CC1)C1OCCCC1)C#C[Si](C(C)C)(C(C)C)C(C)C)CSC)(C)C tert-butyl-dimethyl-[3-[2-(methylsulfanylmethyl)-4-[1-tetrahydropyran-2-yl-3-(2-triisopropylsilylethynyl)indazol-5-yl]pyrazol-3-yl]oxypropoxy]silane